FC1=C(C(=CC=C1)F)C=1C=2C=3COCCCC3SC2NC([C@@H](N1)C)=N (5S)-3-(2,6-difluorophenyl)-5-methyl-14-oxa-9-thia-4,7-diazatricyclo[8.5.0.02,8]pentadec-1(10),2(8),3-triene-6-imine